OC1=CC=C(C=C1)N1C(C2C34C5CC(=CCC5C(C2C1)C4)C3)=O 4-(4-hydroxyphenyl)-4-azapentacyclo[9.2.1.11,7.02,6.08,13]-10-pentadecen-3-one